(1-((4-(6-hydroxypyrimidin-3-yl)phenyl)sulfonyl)pyrrolidin-3-yl)(4-(quinolin-4-yl)piperazin-1-yl)methanone OC=1C=CN(CN1)C1=CC=C(C=C1)S(=O)(=O)N1CC(CC1)C(=O)N1CCN(CC1)C1=CC=NC2=CC=CC=C12